CC1=C(OC2=C1C=C(C=C2)S(NC(C)CCC2=CC=CC=C2)(=O)=O)C(=O)O 3-methyl-5-(N-(4-phenylbutan-2-yl)sulfamoyl)benzofuran-2-carboxylic acid